Cl.N1CC(C1)OC1=NC=C(C=C1)C#C 2-(azetidin-3-yloxy)-5-ethynylpyridine hydrochloride